C1(CC1)COC1=C(C=CC(=C1)F)C1=NC=CC2=C1CN(C2=O)C2=CC=C(C=C2)OC(F)F 4-[2-(cyclopropylmethoxy)-4-fluorophenyl]-2-[4-(difluoromethoxy)phenyl]-2,3-dihydro-1H-pyrrolo[3,4-c]pyridin-1-one